N-[(3S,4S)-3-fluoro-1-methyl-4-piperidyl]-6-[3-(2-methoxy-4-methylsulfonyl-anilino)prop-1-ynyl]-1-(2,2,2-trifluoroethyl)indol-4-amine F[C@H]1CN(CC[C@@H]1NC=1C=2C=CN(C2C=C(C1)C#CCNC1=C(C=C(C=C1)S(=O)(=O)C)OC)CC(F)(F)F)C